ClC1=C(C=CC(=C1)Cl)\C=1\CCCC2=C(\C1\C1=CC=C(C=C1)C=C1CN(CC1)CCC(F)F)C=CC(=C2)C(=O)O (Z)-8-(2,4-dichlorophenyl)-9-(4-((1-(3,3-difluoropropyl)pyrrolidin-3-ylidene)methyl)phenyl)-6,7-dihydro-5H-benzo[7]annulene-3-carboxylic acid